2-((2-chloro-6-((3-bromobenzyl)amino)-9H-purin-9-yl)methyl)tetrahydrofuran-3,4-diol ClC1=NC(=C2N=CN(C2=N1)CC1OCC(C1O)O)NCC1=CC(=CC=C1)Br